tert-butyl 4-(1,3-benzothiazol-2-yl)-3-oxo-piperazine-1-carboxylate S1C(=NC2=C1C=CC=C2)N2C(CN(CC2)C(=O)OC(C)(C)C)=O